C(C)OC1CC(C1)NC1=NC=C(C(=N1)N[C@@H]1[C@H](CCC1)O)C(=O)N 2-((1r,3S)-3-ethoxycyclobutylamino)-4-((1S,2S)-2-hydroxycyclopentylamino)pyrimidine-5-carboxamide